4,4-dimethylcholesta-8(9),14,24-trien-3β-ol CC1(C2CCC=3C4=CC[C@H]([C@@H](CCC=C(C)C)C)[C@]4(CCC3[C@]2(CC[C@@H]1O)C)C)C